OC1=CC=C(C=C1)C(C)(C)C1=CC=C(C=C1)O 2,2-Bis(4'-hydroxyphenyl)propane